BrC1=C(C(=CC=C1)OCCCCl)Cl 1-Bromo-2-chloro-3-(3-chloropropoxy)benzene